2-Chloromethyl-3-fluoropyridine ClCC1=NC=CC=C1F